ClC=1C=C(C=C(C1OC1=CNC(C(=C1)C(C)C)=O)Cl)NC(C(=O)O)=O 2-((3,5-dichloro-4-((5-isopropyl-6-oxo-1,6-dihydropyridin-3-yl)oxy)phenyl)amino)-2-oxoacetic acid